CN1C(C(C2=CC(=CC=C12)C(=O)[O-])(C(=O)[O-])C)=O 1,3-dimethyl-2-oxoindoline-3,5-dicarboxylate